cyclopent-1-en-1-yl 2-(3-fluoro-4-(trifluoromethyl)benzyl)-1,3-dioxo-1,2,3,4-tetrahydroisoquinoline-4-carboxylate FC=1C=C(CN2C(C3=CC=CC=C3C(C2=O)C(=O)OC2=CCCC2)=O)C=CC1C(F)(F)F